BrCC(=O)NCCCNC(CBr)=O N,N'-bis(bromoacetyl)-1,3-propylenediamine